NC(CC1(CCN(CC1)C1=CC2=C(CC(O2)(C)C)C=C1NC(=O)C=1C=NN2C1N=CC=C2)O)=O N-[6-[4-(2-amino-2-oxo-ethyl)-4-hydroxy-1-piperidyl]-2,2-dimethyl-3H-benzofuran-5-yl]pyrazolo[1,5-a]pyrimidine-3-carboxamide